C=C(C)C=1C(=NN2C1C=C(C=C2)OC2=NC=CC=C2OCC(F)(F)F)C(=O)[O-].[Li+] lithium 3-(prop-1-en-2-yl)-5-((3-(2,2,2-trifluoroethoxy)pyridin-2-yl)oxy)pyrazolo[1,5-a]pyridine-2-carboxylate